FCCOC(=O)N1CC=2C=CC(NC2CC1)=O 2-oxo-1,2,5,6,7,8-hexahydro-1,6-naphthyridine-6-carboxylic acid 2-fluoroethyl ester